CC(C)(COP(=O)(O)OP(=O)(O)OC[C@@H]1[C@H]([C@H]([C@@H](O1)N2C=NC3=C(N=CN=C32)N)O)OP(=O)(O)O)[C@H](C(=O)NCCC(=O)NCCSC(=O)CC(=O)CCCC(=O)O)O The molecule is the S-(3-oxopimeloyl) derivative of coenzyme A. It has a role as a mouse metabolite. It derives from a pimeloyl-CoA and a 3-oxopimelic acid. It is a conjugate acid of a 3-oxopimeloyl-CoA(5-).